2-bromo-2,2-difluoro-1-(piperidin-1-yl)ethan-1-one BrC(C(=O)N1CCCCC1)(F)F